O=S1(N=C2N(CC1)CCC[C@H]2C2=CC=C(C=C2)O)=O 4-[(9S)-2,2-dioxido-3,4,6,7,8,9-hexahydropyrido[2,1-c][1,2,4]thiadiazin-9-yl]phenol